C(C)(C)C=1C=C(C=NC1)CN(CCC1=CC=C(C=C1)NC(=O)C1=C(C=C(C(=C1)OC)OC)NC(=O)C1=NC2=CC=CC=C2N=C1)CC=1C=C2C=NN(C2=CC1)C N-(2-((4-(2-(((5-i-Propylpyridin-3-yl)methyl)((1-methyl-1H-indazol-5-yl)methyl)amino)ethyl)phenyl)carbamoyl)-4,5-dimethoxyphenyl)quinoxaline-2-carboxamide